N1N=CC(=C1)C=1C=NC2=CC=C(C=C2N1)C(=O)C=1C=C(C=C(C1F)F)NC(=O)NC1=CC(=C(C=C1)F)Cl 1-(3-(3-(1H-pyrazol-4-yl)quinoxaline-6-carbonyl)-4,5-difluorophenyl)-3-(3-chloro-4-fluorophenyl)urea